BrC\C(\CN1C(C2=CC=CC=C2C1=O)=O)=C\F (E)-2-(2-(bromomethyl)-3-fluoroallyl)isoindole-1,3-dione